N-[2-amino-5-(4-fluorophenyl)phenyl]-4-(3-pyridylsulfonimidoyl)benzamide NC1=C(C=C(C=C1)C1=CC=C(C=C1)F)NC(C1=CC=C(C=C1)S(=O)(=N)C=1C=NC=CC1)=O